2-[(dimethylamino)methyl]-3-(hydroxymethyl)cyclopropane CN(C)CC1CC1CO